1-{(chlorodimethylsilyl)methyl}pyridinium chloride [Cl-].Cl[Si](C)(C)C[N+]1=CC=CC=C1